ClC=1C(=C(C(=NC1C)N[C@H](C(=O)N(C)C1=CC=C(C=C1)F)C)C#N)C (S)-2-((5-chloro-3-cyano-4,6-dimethylpyridin-2-yl)-amino)-N-(4-fluorophenyl)-N-methylpropanamide